BrC=1C(=NC(=NC1)NC1=CC=C(C=C1)S(NCCCCCCCCO)(=O)=O)NC1=C(C(=O)N)C(=CC=C1)F 2-[[5-bromo-2-[4-(8-hydroxyoctylsulfamoyl)anilino]pyrimidin-4-yl]amino]-6-fluoro-benzamide